C(C)OC(=O)C=1NC=C(C1NC(=O)OC(C)(C)C)C1CC1 3-((tert-Butoxycarbonyl)amino)-4-cyclopropyl-1H-pyrrole-2-carboxylic acid ethyl ester